FC1=CC(=C(C=C1)C1=CC(=CC=C1)C1=NC2=C(N1)C(=CC(=C2)CNCC2(CCOCC2)C#N)C(F)(F)F)C2=NN=CN2C 4-((((2-(4'-fluoro-2'-(4-methyl-4H-1,2,4-triazol-3-yl)-[1,1'-biphenyl]-3-yl)-7-(trifluoromethyl)-1H-benzo[d]imidazol-5-yl)methyl)amino)methyl)tetrahydro-2H-pyran-4-carbonitrile